(R)-N-(2-(5-methyl-6-(piperidin-3-ylamino)pyridazin-3-yl)-5-(trifluoromethyl)phenyl)methanesulfonamide CC=1C=C(N=NC1N[C@H]1CNCCC1)C1=C(C=C(C=C1)C(F)(F)F)NS(=O)(=O)C